OCCCCCCCC\C=C/CCCCCCCC(=O)O 18-hydroxy-(9Z)-octadec-9-enoic acid